ClC=1C(=CC2=C(SC=C2)C1)NC(CN1C=2N(C(C(=C1CC)N1CCN(CC1)C(=O)C1=NC=NC(=C1O)C)=O)N=C(N2)C2=CC=CC=C2)=O N-(6-chlorobenzo[b]thiophene-5-yl)-2-(5-ethyl-6-(4-(5-hydroxy-6-methylpyrimidine-4-carbonyl)piperazine-1-yl)-7-oxo-2-phenyl-[1,2,4]triazolo[1,5-a]pyrimidin-4(7H)-yl)acetamide